CN1C(=NC=C1CO)[N+](=O)[O-] (3-methyl-2-nitroimidazol-4-yl)methanol